4-(((6-chloropyridin-3-yl)methyl)(3,5-difluorophenyl)amino)furan-2(5H)-one ClC1=CC=C(C=N1)CN(C1=CC(OC1)=O)C1=CC(=CC(=C1)F)F